5-(4-isopropylpiperazin-1-yl)quinolin-8-sulfonamide C(C)(C)N1CCN(CC1)C1=C2C=CC=NC2=C(C=C1)S(=O)(=O)N